COC(=O)C1=C(C(=NN1C=1SC(=C(N1)C1=CC=C(C=C1)C(F)(F)F)SC(C)C)O)Br 4-Bromo-3-hydroxy-1-(5-(isopropylsulfanyl)-4-(4-(trifluoromethyl)phenyl)thiazol-2-yl)-1H-pyrazole-5-carboxylic acid methyl ester